O.O.C([O-])([O-])=O.[Mg+2] Magnesium carbonat Dihydrat